NC(C)C1(CCN(CC1)C=1C(=NC(=C(N1)C)SC=1C(=NC=CC1)Cl)CO)C (3-(4-(1-aminoethyl)-4-methylpiperidin-1-yl)-6-((2-chloropyridin-3-yl)sulfanyl)-5-methylpyrazin-2-yl)methanol